2,7-dicarboxyl-anthraquinone C(=O)(O)C1=CC=2C(C3=CC(=CC=C3C(C2C=C1)=O)C(=O)O)=O